2',5'-difluoro-4'-(pyridin-4-yl)-[1,1'-biphenyl] FC1=C(C=C(C(=C1)C1=CC=NC=C1)F)C1=CC=CC=C1